COC=1C=C(C=C(C1OC)OC)CC#N 2-(3,4,5-Trimethoxyphenyl)acetonitrile